tert-butyl 3-hydroxy-2,2-dimethylpropionate OCC(C(=O)OC(C)(C)C)(C)C